(8-methoxy-1,4-dioxo-1,4-dihydronaphthalen-2-yl)carbamic acid tert-butyl ester C(C)(C)(C)OC(NC=1C(C2=C(C=CC=C2C(C1)=O)OC)=O)=O